The molecule is the 1H-tautomer of pyrazole. It is a conjugate base of a pyrazolium. It is a conjugate acid of a pyrazol-1-ide. It is a tautomer of a 3H-pyrazole and a 4H-pyrazole. C1=CNN=C1